tert-butyl 4-(4-(2-((2-chloro-4-(trifluoromethyl)phenyl)amino)-2-oxoethyl)-2-(2-methoxypyridin-4-yl)-7-oxo-4,7-dihydro-[1,2,4]triazolo[1,5-a]pyrimidin-6-yl)piperidine-1-carboxylate ClC1=C(C=CC(=C1)C(F)(F)F)NC(CN1C=2N(C(C(=C1)C1CCN(CC1)C(=O)OC(C)(C)C)=O)N=C(N2)C2=CC(=NC=C2)OC)=O